N-{2-[2-(2,2-Dimethyl-propionyl)-2,3-dihydro-1H-isoindol-5-ylamino]-5-methyl-pyrimidin-4-yl}-N-[3-(2,2-dimethyl-propionyl)-2-oxo-2,3-dihydro-benzooxazol-5-yl]-2,2-dimethyl-propionamide CC(C(=O)N1CC2=CC=C(C=C2C1)NC1=NC=C(C(=N1)N(C(C(C)(C)C)=O)C=1C=CC2=C(N(C(O2)=O)C(C(C)(C)C)=O)C1)C)(C)C